C1(=CC=CC=C1)P(C1=C(C=CC=C1)C1=C(C=CC=C1)P(C1=CC=CC=C1)C1=CC=CC=C1)C1=CC=CC=C1 2,2'-bis(Diphenylphosphino)biphenyl